N-{1-[(4,4-difluorocyclohexyl)methyl]-2-(1,1-dimethylethyl)-1H-benzimidazol-5-yl}ethanesulfonamide FC1(CCC(CC1)CN1C(=NC2=C1C=CC(=C2)NS(=O)(=O)CC)C(C)(C)C)F